C(C=C)N1S(C(CC=2C=C(C=3C(=CNC3C21)Cl)Cl)CCOC)(=O)=O 1-allyl-6,7-dichloro-3-(2-methoxyethyl)-1,3,4,9-tetrahydro-[1,2]thiazino[4,3-g]indole 2,2-dioxide